CC1(C[C@H](C[C@@H]1OCCCCC1=NC=2NCCCC2C=C1)N([C@@H](C(=O)O)C1=C2[C@@H](COCC2=CC=C1)C)C)C (R)-2-(((1R,4S)-3,3-dimethyl-4-(4-(5,6,7,8-tetrahydro-1,8-naphthyridin-2-yl)butoxy)cyclopentyl)(methyl)amino)-2-((S)-4-methylisochroman-5-yl)acetic acid